3-(3-(4-hydroxy-1-methyl-2-oxo-1,2-dihydropyridin-3-yl)ureido)propanoic acid ethyl ester C(C)OC(CCNC(=O)NC=1C(N(C=CC1O)C)=O)=O